CON=C1CCN(CC1)C(=O)C1=CC=C(C=C1)C1=NOC(=N1)C(F)(F)F (4-(methoxyimino)piperidin-1-yl)(4-(5-(trifluoromethyl)-1,2,4-oxadiazol-3-yl)phenyl)methanone